C(C)(C)(C)OC(=O)N1CCN(CCC1)C=1C=2N(C=C(C1)Br)N=CC2C#N 4-(6-bromo-3-cyanopyrazolo[1,5-a]pyridin-4-yl)-1,4-diazepan-1-carboxylic acid tert-butyl ester